C(CC)(=O)OC1=C(N(C2=C(C=C(C=C12)Br)F)C)C1=CC=C(C=C1)F methyl-[5-bromo-7-fluoro-2-(4-fluorophenyl)-1H-indol-3-yl] propionate